(7-(naphthalen-1-yl)pyrazolo[1,5-a]pyridin-3-yl)(piperidin-1-yl)methanone C1(=CC=CC2=CC=CC=C12)C1=CC=CC=2N1N=CC2C(=O)N2CCCCC2